N-isopropyl-8-hydroxy-5-nitroquinoline C(C)(C)N1CC=CC2=C(C=CC(=C12)O)[N+](=O)[O-]